1-(5-(4-(4-(6-((R)-2-(2,4-difluorophenyl)-1,1-difluoro-2-hydroxy-3-(1H-tetrazol-1-yl) propyl) pyridin-3-yl) phenyl) piperazin-1-yl) pyridin-2-yl)-2,2,2-trifluoroethyl diethyl phosphate P(=O)(OC(C(F)(F)F)C1=NC=C(C=C1)N1CCN(CC1)C1=CC=C(C=C1)C=1C=NC(=CC1)C([C@@](CN1N=NN=C1)(O)C1=C(C=C(C=C1)F)F)(F)F)(OCC)OCC